C1(CC1)C1=NC=NC(=C1B1OC(C(O1)(C)C)(C)C)C(F)(F)F 4-cyclopropyl-5-(4,4,5,5-tetramethyl-1,3,2-dioxaborolan-2-yl)-6-(trifluoromethyl)pyrimidine